CC1=C(C(=C(CO)C(=C1F)F)F)F 4-methyl-2,3,5,6-tetrafluorobenzyl alcohol